C1(=CC=CC=C1)C1(CC1)NC(OC1=CC=CC=C1)=O phenyl (1-phenylcyclopropyl)carbamate